(S)-2-((6-(dimethylamino)pyrimidin-4-yl)amino)-4-((2-(pyridin-2-yloxy)ethyl)(4-(5,6,7,8-tetrahydro-1,8-naphthyridin-2-yl)butyl)amino)butanoic acid CN(C1=CC(=NC=N1)N[C@H](C(=O)O)CCN(CCCCC1=NC=2NCCCC2C=C1)CCOC1=NC=CC=C1)C